BrC=1C(=NN2C1CCC(C2)(C([2H])([2H])OC([2H])([2H])[2H])F)C2=NC=C(C=C2)F 3-Bromo-6-fluoro-2-(5-fluoropyridin-2-yl)-6-((methoxy-d3)methyl-d2)-4,5,6,7-tetrahydropyrazolo[1,5-a]pyridine